[C-]#N.[Cl-].[K+].OCNC(\C=C\C)=O N-hydroxymethyl-crotonamide potassium chloride cyanide